2-(((E)-2-(tert-butyl)-6-isopropyl-4H-benzopyran-4-ylidene) methyl)-4-((2-(tert-butyl)-6-isopropylbenzopyran-4-yl) methylene)-3-oxocyclobut-1-ene-1-olate C(C)(C)(C)C=1OC2=C(\C(\C1)=C\C1=C(C(C1=O)=CC1=CC(OC3=C1C=C(C=C3)C(C)C)C(C)(C)C)[O-])C=C(C=C2)C(C)C